CN1C=C(C=CC1=O)C=1C(=CN(C(C1)=O)C)C=1C=NN(C1)C1=C(C#N)C=CC=C1 2-[4-(1,1'-Dimethyl-6,6'-dioxo-1,6,1',6'-tetrahydro-[3,4']bipyridinyl-3'-yl)-pyrazol-1-yl]-benzonitrile